COC=1N=CC(=NC1)C=1C(=NC=CN1)C(C)O 1-[3-(5-methoxypyrazin-2-yl)pyrazin-2-yl]ethanol